(spiro[isobenzofuran-1,4'-piperidin]-1'-yl)-5-(trifluoromethyl)aniline iron [Fe].N1(CCC2(CC1)OCC1=CC=CC=C12)NC1=CC=CC(=C1)C(F)(F)F